(R)-2-chloro-7-ethyl-8-((4-methylthiophene-2-yl)methyl)-7,8-dihydro-pteridin-6(5H)-one ClC1=NC=2N([C@@H](C(NC2C=N1)=O)CC)CC=1SC=C(C1)C